BrC1=C(CC2OCCO2)C=CC=C1 2-(2-bromobenzyl)-1,3-dioxolane